tri(hydroxypropyl)-ammonium OCCC[NH+](CCCO)CCCO